O1C(CCC1)C1=C(C=CC=C1)CO (2-(tetrahydrofuran-2-yl)phenyl)methanol